4-hydroxy-4-(hydroxymethyl)-2,3-dimethyl-6-nitro-3,4-dihydroisoquinolin-1(2H)-one OC1(C(N(C(C2=CC=C(C=C12)[N+](=O)[O-])=O)C)C)CO